C(C(C)C)C1=CC=CC=2NC(=NC21)CN2C(C(=CC=C2)NC([C@H](CC/C=C/C(=O)N(C)C)NC(=O)C=2N(C=CN2)C)=O)=O (S,E)-N7-(1-((4-Isobutyl-1H-benzo[d]imidazol-2-yl)methyl)-2-oxo-1,2-dihydropyridin-3-yl)-N1,N1-dimethyl-6-(1-methyl-1H-imidazol-2-carboxamido)hept-2-endiamid